FC1=CC=CC2=C1NC(=N2)C(=O)O 7-fluoro-1H-benzo[d]imidazole-2-carboxylic acid